((2R,5S)-4-((3,5-difluoropyridin-2-yl)methyl)-2,5-dimethylpiperazin-1-yl)(2-(2-(2-hydroxypropan-2-yl)pyrimidin-4-yl)-5-methoxypyridin-4-yl)methanone FC=1C(=NC=C(C1)F)CN1C[C@H](N(C[C@@H]1C)C(=O)C1=CC(=NC=C1OC)C1=NC(=NC=C1)C(C)(C)O)C